((2S,4S,5R)-4-azido-5-hydroxytetrahydro-2H-pyran-2-yl)((S)-1-(4-fluorophenyl)-3,4-dihydroisoquinolin-2(1H)-yl)methanone N(=[N+]=[N-])[C@H]1C[C@H](OC[C@@H]1O)C(=O)N1[C@H](C2=CC=CC=C2CC1)C1=CC=C(C=C1)F